7-benzyl-2-chloro-5,6,7,8-tetrahydropyrido[3,4-d]pyrimidine C(C1=CC=CC=C1)N1CC=2N=C(N=CC2CC1)Cl